C(C)(C)C=1C(=CC2=C(N(C(N2)=O)[C@H]2CN(CCC2)CCC)C1)C=1C=C(C=2N(C1)N=CN2)OC (R)-6-isopropyl-5-(8-methoxy-[1,2,4]triazolo[1,5-a]pyridin-6-yl)-1-(1-propylpiperidin-3-yl)-1,3-dihydro-2H-benzo[d]imidazol-2-one